4-oxohexahydropyrazino[2,1-c][1,4]oxazin O=C1N2C(COC1)CNCC2